FC1=CC=C(C=C1)C=1N=CN(C1C=1C=C2C=C(C=NC2=CC1)C#CC(C)(O)C)CCO 4-(6-(4-(4-fluorophenyl)-1-(2-hydroxyethyl)-1H-imidazol-5-yl)quinolin-3-yl)-2-methylbut-3-yn-2-ol